(2S,2'S)-4,4'-disulfanediylbis(2-(((benzyloxy)carbonyl)amino)butanoic acid) S(SCC[C@@H](C(=O)O)NC(=O)OCC1=CC=CC=C1)CC[C@@H](C(=O)O)NC(=O)OCC1=CC=CC=C1